toluene hexafluorophosphate F[P-](F)(F)(F)(F)F.CC1=CC=CC=C1